OCC1=CC=2C=C3N(C2C=C1)C(N(C3)C3C(NC(CC3)=O)=O)=O 3-(7-(hydroxymethyl)-3-oxo-1H-imidazo[1,5-a]indol-2(3H)-yl)piperidine-2,6-dione